pyridine methanedisulfonate C(S(=O)(=O)O)S(=O)(=O)O.N1=CC=CC=C1